ClC1=C(C=CC=C1)[C@]1(C(CCCC1)=O)CNC(OC(C(C)C)OC(CNC(C)=O)=O)=O 1-(2-acetamidoacetoyloxy)-2-methylpropyl (S)-1-(2-chlorophenyl)-2-oxocyclohexylmethylcarbamate